cobalt bis(1,4-di-tert-butyl-1,3-diazabutadienyl)cobalt (II) C(C)(C)(C)N=C(N=CC(C)(C)C)[Co]C(=NC(C)(C)C)N=CC(C)(C)C.[Co]